1-Bromo-2-methylsulfanyl-ethane BrCCSC